COC(=O)C=1C=C(C2=C(N(C=N2)C/C(=C/CN)/F)C1)C1=CC(=CC=C1)S(NC)(=O)=O (Z)-1-(4-amino-2-fluoro-but-2-en-1-yl)-4-(3-(N-methylsulfamoyl)phenyl)-1H-benzo[d]imidazole-6-carboxylic acid methyl ester